1-methyl-5,6,7,8-tetrahydropyrido[3,4-d]pyridazin-4(3H)-one CC=1C2=C(C(NN1)=O)CNCC2